Cl.ClC1=CC=C(OC2=NC=C(C=3C=CC=NC23)N)C=C1 8-(4-chlorophenoxy)-1,7-naphthyridin-5-amine hydrochloride